6-(((1R,3s,5S)-8-azabicyclo[3.2.1]octan-3-yl)oxy)-N-(5-(difluoromethoxy)-1H-pyrazol-3-yl)pyrazin-2-amine hydrochloride Cl.[C@H]12CC(C[C@H](CC1)N2)OC2=CN=CC(=N2)NC2=NNC(=C2)OC(F)F